C(C)(=O)N1CC=2N(CC1)C(=NC2C=2C=CC=C1C=C(N=CC21)C=2C=CC(=NC2)C(=O)NCCCC2=NC(=CC=C2)C(NC2C(NC(CC2)=O)=O)=O)CC 5-(8-(7-Acetyl-3-ethyl-5,6,7,8-tetrahydroimidazo[1,5-a]pyrazin-1-yl)isoquinolin-3-yl)-N-(3-(6-((2,6-dioxopiperidin-3-yl)carbamoyl)pyridin-2-yl)propyl)picolinamide